NC1=C(C=C(C=N1)P(C)(C)=O)OC (6-amino-5-methoxypyridin-3-yl)dimethylphosphine oxide